ClC1=CC2=C(C3=CC=CC=C3C(=C2C=C1)OCCC)OCCC 2-chloro-9,10-dipropoxyanthracene